5-((1S,5R)-1-(5-(4-(dimethylamino)bicyclo[2.2.2]octan-1-yl)-1,3,4-oxadiazol-2-yl)-5-(trifluoromethyl)-3-azabicyclo[3.1.0]hex-3-yl)quinoline-8-carbonitrile CN(C12CCC(CC1)(CC2)C2=NN=C(O2)[C@@]21CN(C[C@]1(C2)C(F)(F)F)C2=C1C=CC=NC1=C(C=C2)C#N)C